C(C)C1=CC2=C(C3=CC=CC=C3C(=C2C=C1CC)OC(=O)OC)OC(=O)OC 2,3-diethyl-9,10-bis(methoxycarbonyloxy)anthracene